Androstan C[C@@]12CCC[C@H]1[C@@H]1CCC3CCCC[C@]3(C)[C@H]1CC2